C(C)OC(CC1=NN=CC2=CC=C(C=C12)Cl)=O.ClC1=C(C=CC=C1C=1C=NC(=C(C1)F)CN1C(C=CC=C1)=O)C1C(NC(CC1)=O)=O 3-(2-chloro-3-(5-fluoro-6-((2-oxopyridin-1(2H)-yl)methyl)pyridin-3-yl)phenyl)piperidine-2,6-dione ethyl-2-(7-chlorophthalazin-1-yl)acetate